C(C)(C)(C)N1CCN(CC1)C=1C=C2C(N(C(C2=CC1)=O)C1C(NC(CC1)=O)=O)=O tert-Butyl-4-(2-(2,6-dioxopiperidin-3-yl)-1,3-dioxoisoindolin-5-yl)piperazine